O=C1N[C@@H]([C@H]2CC[C@@H]1N2C(=O)OC(C)(C)C)C(=O)OCC 8-(tert-butyl) 2-ethyl (1R,2S,5S)-4-oxo-3,8-diazabicyclo[3.2.1]octane-2,8-dicarboxylate